OC(C=O)C(C)O 2,3-dihydroxybutanal